ClC1=NNC(=N1)C=1N=C(C=2N(C1)C=CN2)CC2=C(C=CC=C2)F 6-(3-chloro-1H-1,2,4-triazol-5-yl)-8-(2-fluorobenzyl)imidazo[1,2-a]Pyrazine